C(=O)C=1C=C(C=CC1O)C=1C=C(N(N1)C)C(=O)NC=1C=C(NN1)[C@@H]1C[C@@H](CC1)N(C(O)=O)C(C)C.FC(C1CC=C(CC1)C=1C=CC=C2C=C(C=NC12)C(=O)N)(F)F 8-(4-(trifluoromethyl)cyclohex-1-en-1-yl)quinoline-3-carboxamide (1R,3S)-3-{5-[5-(3-formyl-4-hydroxyphenyl)-2-methylpyrazole-3-amido]-2H-pyrazol-3-yl}cyclopentyl-N-isopropylcarbamate